N-Benzyl-2-hydroxy-2-methylcyclopentanaminium (2S)-[(3,5-dinitrobenzoyl)amino](phenyl)acetate [N+](=O)([O-])C=1C=C(C(=O)N[C@H](C(=O)[O-])C2=CC=CC=C2)C=C(C1)[N+](=O)[O-].C(C1=CC=CC=C1)[NH2+]C1C(CCC1)(C)O